tetra-n-propyl-orthosilicate C(CC)O[Si](OCCC)(OCCC)OCCC